FC(C1=C(OCC2=C(C=C(C=C2)C2C=3C(NC(C2)=O)=NNC3)OC)C=CC(=C1)C(F)(F)F)(F)F 4-(4-{[2,4-Bis(trifluoromethyl)phenoxy]methyl}-3-methoxyphenyl)-6-oxo-2H,4H,5H,6H,7H-pyrazolo[3,4-b]pyridin